O[C@@H]1[C@@]2(C[C@@H]2[C@H]([C@@H]1O)N1C2=NC(=NC(=C2N=C1)NC)C#CC=1N=NC=CC1)C(=O)NC (1S,2R,3S,4R,5S)-2,3-dihydroxy-N-methyl-4-(6-(methylamino)-2-(pyridazin-3-ylethynyl)-9H-purin-9-yl)bicyclo[3.1.0]hexane-1-carboxamide